C(#N)C1=C(C=CC=C1)SC=1C=2N(C=C(C1)C=1C=NN(C1C)C1CC3CCC(C1)N3C)N=CC2C#N 4-((2-cyanophenyl)thio)-6-(5-methyl-1-(8-methyl-8-azabicyclo[3.2.1]octan-3-yl)-1H-pyrazol-4-yl)pyrazolo[1,5-a]pyridine-3-carbonitrile